C(C)(C)OC=1C=C(C=CC1)C1=CC=C(C(=N1)OC1=C(C=C(C=C1C)C)C)C(=O)NS(=O)(=O)C=1C(NC=CC1)=O 6-(3-Isopropoxyphenyl)-N-[(2-oxo-1H-pyridin-3-yl)sulfonyl]-2-(2,4,6-trimethylphenoxy)pyridin-3-carboxamid